1-methyl-3-(3-amino-3-carboxypropyl)pseudouridine triphosphate P(O)(=O)(OP(=O)(O)OP(=O)(O)O)OC[C@@H]1[C@H]([C@H]([C@@H](O1)C1=CN(C(=O)N(C1=O)CCC(C(=O)O)N)C)O)O